N1C=C(C2=CC=CC=C12)CCNC(CCC(N1C(C2=CC=CC=C2CC1)C1=CC=CC=C1)=O)=O N-[2-(1H-Indol-3-yl)ethyl]-4-oxo-4-(1-phenyl-3,4-dihydro-1H-isoquinolin-2-yl)butyric acid amide